2-fluoro-N-[(3R,4S)-4-fluoro-1-(2-fluorobenzoyl)pyrrolidin-3-yl]benzamide FC1=C(C(=O)N[C@@H]2CN(C[C@@H]2F)C(C2=C(C=CC=C2)F)=O)C=CC=C1